NC1=CC(=NC(=C1)C1(CC1)F)C(C)NC1=NC(=NC2=CC(=C(C=C12)OCCOC)OC)C N-(1-(4-Amino-6-(1-fluorocyclopropyl)pyridin-2-yl)ethyl)-7-methoxy-6-(2-methoxyethoxy)-2-Methylquinazolin-4-amine